N1(C=NC=C1)C1=CC=C(C(=N1)C)N1CCN(CC1)CC1=CN=C(O1)NC(=O)NCC 1-(5-((4-(6-(1H-imidazol-1-yl)-2-methylpyridin-3-yl)piperazin-1-yl)methyl)oxazol-2-yl)-3-ethylurea